COC1=NN(C=C1N)C1CCN(CC1)C Methoxy-1-(1-methylpiperidin-4-yl)pyrazol-4-amine